C(CCC)N(C1=NC(=NC(=N1)S)S)CCCC 2-di-n-butylamino-4,6-dimercapto-S-triazine